N-((2R,3R)-2-methylazetidin-3-yl)acetamide trifluoroacetate FC(C(=O)O)(F)F.C[C@H]1NC[C@H]1NC(C)=O